C(C)[N+](C)(CCC(C(=C)C)=O)CC N,N-diethyl-N-(2-methacryloylethyl)-N-methylammonium